C(#N)C1=C(C(=O)O)C=CC(=C1)N1C=C(C2=NC=C(C=C21)C=2C(=NOC2C)C)CC2CCC2 2-cyano-4-(3-(cyclobutylmethyl)-6-(3,5-dimethylisoxazol-4-yl)-1H-pyrrolo[3,2-b]pyridin-1-yl)benzoic acid